((1s,3s)-3-Hydroxy-3-methylcyclobutyl)(7-(2-methylbenzyl)-2-azaspiro[3.5]nonan-2-yl)methanone OC1(CC(C1)C(=O)N1CC2(C1)CCC(CC2)CC2=C(C=CC=C2)C)C